CN1N=C(C(=C1NC(OC(C)(C)C)=O)CCCC(C)=O)C tert-butyl (1,3-dimethyl-4-(4-oxopentyl)-1H-pyrazol-5-yl)carbamate